(S)-methyl 2-((1S,3aR,7aS)-octahydro-1H-isoindole-1-carboxamido)-3-((S)-2-oxopiperidin-3-yl)propanoate hydrochloride Cl.[C@@H]1(NC[C@@H]2CCCC[C@H]12)C(=O)N[C@H](C(=O)OC)C[C@H]1C(NCCC1)=O